Cl.Cl.NC1=C(C(=C(C=C1)C1=C(C=CC=C1F)F)F)C(=O)NC=1C(=C2C(=NC1)OCC2)N2C[C@H](C[C@H](C2)C)N 4-amino-N-(4-((3S,5R)-3-amino-5-methylpiperidin-1-yl)-2,3-dihydrofuro[2,3-b]pyridine-5-yl)-2,2',6'-trifluoro-[1,1'-biphenyl]-3-carboxamide dihydrochloride